N-(1-(5-bromopyridin-2-yl)-2-methylcyclobutyl)-2-methylpropane-2-sulfinamide BrC=1C=CC(=NC1)C1(C(CC1)C)NS(=O)C(C)(C)C